C(C)C1=CC=CC(=N1)C1=CC(=C2CNC(C2=C1)=O)C(F)(F)F 6-(6-ethylpyridin-2-yl)-4-(trifluoromethyl)isoindolin-1-one